NC(C)N1CCN(CC1)CCNC 1-aminoethyl-4-(N-methyl-aminoethyl)-piperazine